NC1=CC(=C(C=N1)C1CCN(CC1)C(=O)C1=NC=C(C(=C1)OC)OCC1(CC1)CF)OC (6-Amino-4-methoxy-3',4',5',6'-tetrahydro-2'H-[3,4']bipyridinyl-1'-yl)-[5-(1-fluoromethyl-cyclopropyl-methoxy)-4-methoxy-pyridin-2-yl]-methanone